C(C)(C)(C)OC(=O)N[C@H]1CSC2=C(N(C1=O)CC1=CC=C(C=C1)C1=CC=C(C=C1)OC)C=C(C=C2)C(=O)O (3R)-3-(tert-Butoxycarbonylamino)-5-[[4-(4-methoxyphenyl)phenyl]methyl]-4-oxo-2,3-dihydro-1,5-benzothiazepine-7-Formic acid